1,7-dimethyl-8-(methylthio)-3-propyl-1H-purine-2,6(3H,7H)-dione CN1C(N(C=2N=C(N(C2C1=O)C)SC)CCC)=O